ClC1=CC(=C(C=C1Cl)[C@H](N[S@@](=O)C(C)(C)C)C1CCN(CC1)C1=CC(NC=C1)=O)OCC=C (S)-N-[(R)-[4,5-dichloro-2-(prop-2-en-1-yloxy)phenyl][1-(2-oxo-1,2-dihydropyridin-4-yl)piperidin-4-yl]methyl]-2-methylpropane-2-sulfinamide